ClC=1C(=CC=C2N=CC(=NC12)C=1C=NN(C1)CC1C2CN(C(C1)C2)C(=O)N)OC=2C=CC1=C(NC(=N1)C)C2 5-((4-(8-chloro-7-((2-methyl-1H-benzo[d]imidazol-6-yl)oxy)quinoxalin-2-yl)-1H-pyrazol-1-yl)methyl)-2-azabicyclo[2.2.1]heptane-2-carboxamide